C1(=CC=CC=2C3=CC=CC=C3NC12)C1=CC=CC=C1[Li] 6-carbazolylphenyl-lithium